C(C)N(C(C1=C(C=CC(=C1)F)C=1C=2N(C=C(C1)C1CN(C1)[C@@H](C(C)C)CCCN1CCN(CC1)C)C(=NC2)C)=O)C(C)C N-ethyl-5-fluoro-2-(3-methyl-6-{1-[(3R)-2-methyl-6-(4-methylpiperazin-1-yl)hexane-3-yl]azetidin-3-yl}imidazo[1,5-a]pyridin-8-yl)-N-(isopropyl)benzamide